C(CCCCCCCCC)C1=CC=C(C=C1)C1=NOC(=N1)C[C@H](C)NC(OC(C)(C)C)=O tert-butyl (S)-(1-(3-(4-decylphenyl)-1,2,4-oxadiazol-5-yl)propan-2-yl)carbamate